1-(2-chloro-5-iodopyridin-4-yl)piperidin-4-one ClC1=NC=C(C(=C1)N1CCC(CC1)=O)I